ethyl 2-[3-(tert-butoxycarbonylamino)propyl]-5-(2-pyridyl)pyrazole-3-carboxylate C(C)(C)(C)OC(=O)NCCCN1N=C(C=C1C(=O)OCC)C1=NC=CC=C1